COC[C@H]1C[C@H](N(C1)C(=O)OC(C)(C)C)C=C (2S,4S)-tert-butyl 4-(methoxymethyl)-2-vinylpyrrolidine-1-carboxylate